(R)-2-ethynylpyrrolidine hydrochloride Cl.C(#C)[C@@H]1NCCC1